BrC1=CC(=CC=2C=COC21)NC(OC(C)(C)C)=O tert-butyl (7-bromobenzofuran-5-yl)carbamate